ClC1=CC=C2C(=N1)N(C(=N2)C2=CN=NC(=C2)C=C)C2CC2 5-Chloro-3-cyclopropyl-2-(6-vinylpyridazin-4-yl)-3H-imidazo[4,5-b]pyridine